C(C)(C)OCCOCCOCCO triethylene glycol monoisopropyl ether